8-methoxy-N-[(3-methylisoxazol-5-yl)methyl]-6-(5-methylthiazol-2-yl)quinazolin-4-amine COC=1C=C(C=C2C(=NC=NC12)NCC1=CC(=NO1)C)C=1SC(=CN1)C